4-[4-(4,4,5,5-tetramethyl-1,3,2-dioxaborolan-2-yl)phenyl]benzonitrile CC1(OB(OC1(C)C)C1=CC=C(C=C1)C1=CC=C(C#N)C=C1)C